BrC=1C=CC2=C(S(C3=C2C=CC(=C3)I)(=O)=O)C1 3-Bromo-7-iodo-dibenzothiophen-5,5-dioxid